FC=1C=C(C=CC1)C=1C=NC=C(C=O)C1 5-(3-Fluorophenyl)nicotinaldehyde